C(CCCCCCCCCCCCCCCCCCCCCCCCC)NC(C=C)C(C(CCCCCCCCCCCCCC)O)O 3-hexacosylamino-1-nonadecene-4,5-diol